C(C)(=O)N[C@H](C(=O)N[C@H](C(=O)NCC=1C=C(OCC2(N(CC2)C(=O)OC(C)(C)C)C)C=CC1C)CCC1=CC=CC=C1)CCC(=O)OC(C)(C)C tert-butyl 2-((3-(((S)-2-((S)-2-acetamido-5-(tert-butoxy)-5-oxopentanamido)-4-phenylbutanamido)methyl)-4-methylphenoxy)methyl)-2-methylazetidine-1-carboxylate